2-(2H-benzotriazole-2-yl)-phenol N=1N(N=C2C1C=CC=C2)C2=C(C=CC=C2)O